N-(2-methyl-5-(4-(4-((5-(trifluoromethyl)pyrazin-2-yl)oxy)phenyl)piperidine-1-carbonyl)-phenyl)-1-phenylmethanesulfonamide CC1=C(C=C(C=C1)C(=O)N1CCC(CC1)C1=CC=C(C=C1)OC1=NC=C(N=C1)C(F)(F)F)NS(=O)(=O)CC1=CC=CC=C1